2,6,6-trimethylcyclohexa-1,3-dien CC1=CC(CC=C1)(C)C